COC1=NC=C(C(=N1)OC)C=1C=C(C=2N(N1)C=CN2)N2C[C@@H](C(C2)(F)F)OC2=CC(=C(C#N)C=C2)OC(F)(F)F (S)-4-((1-(6-(2,4-dimethoxypyrimidin-5-yl)imidazo[1,2-b]pyridazin-8-yl)-4,4-difluoropyrrolidin-3-yl)oxy)-2-(trifluoromethoxy)benzonitrile